N-[5-(2-cyanocyclopropyl)-4,6-dimethoxy-pyrimidin-2-yl]-5-thiazol-2-yl-1H-pyrrole-3-sulfonamide C(#N)C1C(C1)C=1C(=NC(=NC1OC)NS(=O)(=O)C1=CNC(=C1)C=1SC=CN1)OC